1-(3-(4-(4-(2-amino-4-(difluoromethyl)pyrimidin-5-yl)-6-morpholino-1,3,5-triazin-2-yl)piperazine-1-carbonyl)azetidin-1-yl)-7-methyloct-6-ene-1,5-dione NC1=NC=C(C(=N1)C(F)F)C1=NC(=NC(=N1)N1CCOCC1)N1CCN(CC1)C(=O)C1CN(C1)C(CCCC(C=C(C)C)=O)=O